C(C)OC(C)N1N=CC(=C1)B(O)O 1-(1-ethoxyethyl)-4-pyrazoleboronic acid